(2-METHOXY-5-[(PYRIDIN-2-YLSULFANYL)METHYL]PHENYL)BORANEDIOL COC1=C(C=C(C=C1)CSC1=NC=CC=C1)B(O)O